5-[3-[(cyclopropylamino)methyl]-3-fluoro-azetidin-1-yl]-N-(8-methoxy-2-methyl-imidazo[1,2-a]pyrazin-6-yl)pyrazine-2-carboxamide C1(CC1)NCC1(CN(C1)C=1N=CC(=NC1)C(=O)NC=1N=C(C=2N(C1)C=C(N2)C)OC)F